3-methyl-2-pentyl-2-cyclopentenone CC1=C(C(CC1)=O)CCCCC